1-amino-2-tetradecanol NCC(CCCCCCCCCCCC)O